2-[2-ethyl-4-[5-methyl-3-(4-pyridyl)-1H-pyrazol-4-yl]phenyl]-7-oxa-2-azaspiro[3.5]nonane C(C)C1=C(C=CC(=C1)C=1C(=NNC1C)C1=CC=NC=C1)N1CC2(C1)CCOCC2